[Na].[Na].C(C)(=O)N[C@H]1C(O)O[C@@H]([C@@H]([C@@H]1O)O)CO N-acetylgalactosamine disodium salt